C1(=CC=CC=C1)[Se]CC(=O)C1=CSC=C1 2-(phenylseleno)-1-(thiophen-3-yl)ethan-1-one